(4,5-dimethylmorpholin-2-yl)methylamine CN1CC(OCC1C)CN